(S)-1-(6-(2,4-di-tert-butoxypyrimidin-5-yl)imidazo[1,2-b]pyridazin-8-yl)-4,4-difluoropyrrolidin-3-yl (2-fluoro-4-methylphenyl)carbamate FC1=C(C=CC(=C1)C)NC(O[C@H]1CN(CC1(F)F)C=1C=2N(N=C(C1)C=1C(=NC(=NC1)OC(C)(C)C)OC(C)(C)C)C=CN2)=O